N(=C=O)CC1(CC(CC(C1)N=C=O)(C)C)C 1-isocyanatomethyl-5-isocyanato-1,3,3-trimethylcyclohexane